CC=1C=C(OC(=O)C2C3C=CC(C2)C3)C=CC1C 5-(3,4-dimethylphenoxycarbonyl)-bicyclo[2.2.1]Hept-2-ene